C(CCC)(=O)OCC=1CC(C(=CC1)C1=C(C=C(C(=C1)F)F)F)=C=O 3-carbonyl-4-(2,4,5-trifluoro-phenyl)-benzyl butyrate